diethyl-5-fluoro-1H-pyrrole C(C)C=1N(C(=CC1)F)CC